Cl.OC1=C(C[C@H](NC1)C)C(=O)OCC ethyl (R)-5-hydroxy-2-methyl-1,2,3,6-tetrahydropyridine-4-carboxylate HCl